3-bromo-5-iodo-N-(4-methylbenzyl)benzamide BrC=1C=C(C(=O)NCC2=CC=C(C=C2)C)C=C(C1)I